3,4-dimethylstyrene CC=1C=C(C=C)C=CC1C